ClC1=C(C(=O)N(C)C)C=CC(=C1)NC1=NC=C(C(=N1)N[C@](C)(C1=CC=CC=C1)O)C1=NOC(=N1)C 2-chloro-4-[[4-[[(1S)-1-hydroxy-1-phenyl-ethyl]amino]-5-(5-methyl-1,2,4-oxadiazol-3-yl)pyrimidin-2-yl]amino]-N,N-dimethyl-benzamide